C(C)(C)(C)OC(=O)N1CC=2C=NC(=CC2C1)O 6-hydroxy-1,3-dihydro-2H-pyrrolo[3,4-c]pyridine-2-carboxylic acid tert-butyl ester